OCC(=O)N1CCN(CC1)C(=O)OC(C)(C)C Tert-butyl 4-(2-hydroxyacetyl)piperazin-1-carboxylate